2,5-diphenylbenzyl chloride C1(=CC=CC=C1)C1=C(CCl)C=C(C=C1)C1=CC=CC=C1